COCCOC1=NC2=C(N1C(=O)NCCCC1=CC=CC=C1)C=CC=C2 (2-Methoxyethoxy)-N-(3-phenylpropyl)-1H-benzo[d]imidazole-1-carboxamide